C[C@H]1[C@@H]([C@H]([C@H]([C@H](O1)O)O)O)O[C@@H]2[C@@H]([C@H]([C@H]([C@H](O2)CO)O)O[C@H]3[C@@H]([C@H]([C@@H]4[C@H](O3)CO[C@](O4)(C)C(=O)O)O)NC(=O)C)O The molecule is an amino trisaccharide consisting of beta-L-rhamnose at the reducing end having a 4,6-O-[(1S)-1-carboxyethylidene]-N-acetyl-beta-D-glucosaminyl-(1->3)-alpha-D-galactosyl group attached at the 4-position. It is an amino trisaccharide, a carbohydrate derivative and a cyclic ketal.